N[C@@H]([C@@H](C)O[C@@H](C(F)(F)F)C)C1=NC2=C(N1)C(=C(C=C2)[C@@H](COC)N2C(N[C@@H](C2)C(F)(F)F)=O)F (S)-1-((S)-1-(2-((1R,2R)-1-amino-2-(((R)-1,1,1-trifluoropropan-2-yl)oxy)propyl)-7-fluoro-1H-benzo[d]imidazol-6-yl)-2-methoxyethyl)-4-(trifluoromethyl)imidazolidin-2-one